N-[5-bromo-2-(1,3-dioxolan-2-yl)phenyl]acetamide BrC=1C=CC(=C(C1)NC(C)=O)C1OCCO1